N[C@H]1CS(C2=C(N(C1=O)CC1=CC=C(C=C1)Cl)C=C(C(=C2)F)C=2OC(=NN2)C2(OCCC2)C)(=O)=O (3R)-3-amino-5-[(4-chlorophenyl)methyl]-8-fluoro-7-[5-(2-methyltetrahydrofuran-2-yl)-1,3,4-oxadiazol-2-yl]-1,1-dioxo-2,3-dihydro-1lambda6,5-benzothiazepin-4-one